C(C)(=O)C1=CN(C2=CC=C(C=C12)C1=CN=NC=C1)CC(=O)N1[C@@H](C[C@H](C1)F)C(=O)N[C@H]1[C@@H](CCC1)O (2S,4R)-1-(2-(3-acetyl-5-(pyridazin-4-yl)-1H-indol-1-yl)acetyl)-4-fluoro-N-((1R,2R)-2-hydroxycyclopentyl)pyrrolidine-2-carboxamide